2,7,7,9,15-pentamethyl-4,13,18-trioxo-3,14,17-trioxo-5,12-diazaeicosa-19-enyl methacrylate C(C(=C)C)(=O)OCC(C(C(NCC(CC(CCNC(C(C(CC(C(C=C)=O)=O)C)=O)=O)C)(C)C)=O)=O)C